ClC=1C(=NN2C1C(NCC2)=O)B(O)O 3-chloro-4-oxo-5H,6H,7H-pyrazolo[1,5-a]pyrazin-2-ylboronic acid